(3S,4S)-1-(3,3-difluoro-cyclobutylmethyl)-4-{[5-(2,4-difluoro-phenyl)-isoxazole-3-carbonyl]-amino}-piperidine-3-carboxylic acid (1-pyrimidin-2-yl-cyclopropyl)-amide N1=C(N=CC=C1)C1(CC1)NC(=O)[C@H]1CN(CC[C@@H]1NC(=O)C1=NOC(=C1)C1=C(C=C(C=C1)F)F)CC1CC(C1)(F)F